O=C1N(CCC1)C(C(=O)N)=C 2-(2-oxopyrrolidin-1-yl)propenamide